COC1=CC=C(CN2C[C@H](C[C@H]2C2=CC=CC=C2)NC)C=C1 (3S,5S)-1-(4-methoxybenzyl)-N-methyl-5-phenylpyrrolidin-3-amine